ClC=1C=CC(=C(C1)[C@@H]1[C@H](C1)C(=O)NC1=NC=NC(=C1)Cl)C(F)F |r| rac-(1S*,2S*)-2-(5-chloro-2-(difluoromethyl)phenyl)-N-(6-chloropyrimidin-4-yl)cyclopropane-1-carboxamide